ClCC1=C(C=NN1C1=C(C=CC=C1Cl)Cl)C1CC1 5-(chloromethyl)-4-cyclopropyl-1-(2,6-dichlorophenyl)-1H-pyrazole